C(C(=C)C)(=O)OCCCC(C)O[Si](OCC)(OCC)CCCOC 3-methacryloxypropyl-3-methoxypropyl-triethoxysilane